3,6-bis(1,1-dimethylethyl)-9H-carbazole CC(C)(C)C=1C=CC=2NC3=CC=C(C=C3C2C1)C(C)(C)C